NC=1C=2N(C3=CC(=C(C=C3N1)F)C(=O)N(C)[C@H](C)C1=C(C=C(C=C1)C(F)(F)F)F)C=NC2 (R)-4-amino-7-fluoro-N-(1-(2-fluoro-4-(trifluoromethyl)phenyl)ethyl)-N-methylimidazo[1,5-a]quinoxaline-8-carboxamide